FC=1C=C(C=C(C1OC1=CC=NC2=CC(=CC=C12)OCCNC)F)C1=NC(=CC=C1C(=O)N)F (3,5-difluoro-4-((7-(2-(methylamino)ethoxy)quinolin-4-yl)oxy)phenyl)-6-fluoropyridine-3-carboxamide